3-(1-methyl-1H-pyrazol-4-yl)propanoate CN1N=CC(=C1)CCC(=O)[O-]